1-(4-(4-(trifluoromethyl)piperidin-1-yl)phenyl)cyclohexane-1,4-diamine FC(C1CCN(CC1)C1=CC=C(C=C1)C1(CCC(CC1)N)N)(F)F